CC1=C(OC=2C=C3CCC[C@H](C3=CC2)CNC=2C=NC=CC2C(=O)O)C=CC=C1 3-({[(1R)-6-(2-methylphenoxy)-1,2,3,4-tetrahydronaphthalen-1-yl]methyl}amino)pyridine-4-carboxylic acid